tert-butyl 4-cyano-4-(2-fluoro-4-(trifluoromethyl)benzyl)piperidine-1-carboxylate C(#N)C1(CCN(CC1)C(=O)OC(C)(C)C)CC1=C(C=C(C=C1)C(F)(F)F)F